CC(=O)O[C@H]1CC[C@@H]2[C@@]1(CC[C@H]3[C@H]2CCC4=C3C=CC(=C4)O)C beta-estradiol 17-acetate